C(C)(C)(C)OC(=O)N1CC2(C1)CN(C2)C([C@H](NC2=NC=1C(=CC=CC1C=1N2N=C(N1)C1=CC=C(C=C1)OC)Br)C)=O 6-{N-[7-bromo-2-(4-methoxyphenyl)[1,2,4]triazolo[1,5-c]quinazolin-5-yl]-D-alanyl}-2,6-diazaspiro[3.3]heptane-2-carboxylic acid tert-butyl ester